FC(\C(=C(/C(F)F)\C)\C)F (Z)-1,1,4,4-Tetrafluoro-2,3-dimethyl-but-2-ene